4-deoxy-β-D-glucose O[C@H]1[C@H](O)[C@@H](O)C[C@H](O1)CO